2-amino-3-{4H,5H,6H-pyrrolo[1,2-c][1,2,3]triazol-6-yl}propionitrile NC(C#N)CC1CCC=2N1N=NC2